N-(2-(1H-pyrazol-1-yl)ethyl)-5-(4-chlorothiophen-2-yl)isoxazole-3-carboxamide N1(N=CC=C1)CCNC(=O)C1=NOC(=C1)C=1SC=C(C1)Cl